The molecule is a 1,3-oxazolone derivative having a nitrophenyl substituent at the 2-position, an ethoxymethylene group at the 4-position, and an oxo group at the 5-position. It has a role as a hapten. It is a gamma-lactone and a member of 1,3-oxazoles. CCO/C=C/1\\C(=O)OC(=N1)C2=CC=C(C=C2)[N+](=O)[O-]